4-fluorene-amine C1=CC=C(C=2C3=CC=CC=C3CC12)N